C1(=CC=CC=C1)C1=NC=CC=C1.C1(=CC=CC=C1)C1=NC=CC=C1.C1(=CC=CC=C1)C1=NC=CC=C1.[Ir+3] iridium (III) tri(2-phenylpyridine)